BrC=1C=C2C=CC(=CC2=CC1)CCC(=O)O 3-(6-bromo-naphthalen-2-yl)-propionic acid